3-(((3S,4R)-1-(2,5-dimethylpyrimidin-4-yl)-3-fluoropiperidin-4-yl)oxy)benzonitrile CC1=NC=C(C(=N1)N1C[C@@H]([C@@H](CC1)OC=1C=C(C#N)C=CC1)F)C